O=C(NCCCOCCOCCOCCCNC(OC(C)(C)C)=O)CCCC[C@@H]1SC[C@@H]2NC(N[C@@H]21)=O tert-Butyl (15-oxo-19-((3aS,4S,6aR)-2-oxohexahydro-1H-thieno[3,4-d]imidazol-4-yl)-4,7,10-trioxa-14-azanonadecyl)carbamate